C1(CC1)C=1SC2=C(N(C(N=C2N(C)C)=O)C=2C=C(C=CC2)N2C(N(CC2)C2=CC=CC=C2)=O)N1 1-{3-[2-cyclopropyl-7-(dimethylamino)-5-oxo-[1,3]thiazolo[4,5-d]pyrimidin-4-yl]phenyl}-3-phenylimidazolin-2-one